2-N-butyryl-6-O-(L-valyl)-D-glucosamine C(CCC)(=O)N[C@H]1C(O)O[C@@H]([C@H]([C@@H]1O)O)COC([C@@H](N)C(C)C)=O